trifluoro-(trifluoromethylthio)methane (Z)-ethyl-(((2-methoxyphenyl)amino)((2-oxoethyl)thio)methylene)carbamate C(C)OC(\N=C(/SCC=O)\NC1=C(C=CC=C1)OC)=O.FC(SC(F)(F)F)(F)F